FC1=C2CN(CC2=CC=C1)C(=O)NC1=CC=C(C=C1)C1CCN(CC1)S(=O)(=O)NC(OC(C)(C)C)=O TERT-BUTYL ((4-(4-(4-FLUOROISOINDOLINE-2-CARBOXAMIDO)PHENYL)PIPERIDIN-1-YL)SULFONYL)CARBAMATE